ClC1=C(C=C(C=C1)C=1N(C(=CC(C1C(=O)O)=O)CN1N=C(C=C1)Cl)CC)S(=O)(=O)C 2-(4-chloro-3-methylsulfonyl-phenyl)-6-[(3-chloropyrazol-1-yl)methyl]-1-ethyl-4-oxo-pyridine-3-carboxylic acid